6-bromo-4-((tetrahydro-2H-pyran-4-yl)oxy)pyrazolo[1,5-a]Pyridine BrC=1C=C(C=2N(C1)N=CC2)OC2CCOCC2